(3S)-3-({1-cyclopentyl-5-[2-(trifluoromethyl)phenyl]-1H-pyrazol-3-yl}formamido)-5-{6,6-difluoro-3-azabicyclo[3.1.0]hexan-3-yl}pentanoic acid C1(CCCC1)N1N=C(C=C1C1=C(C=CC=C1)C(F)(F)F)C(=O)N[C@H](CC(=O)O)CCN1CC2C(C2C1)(F)F